(2R)-2-[6-(5-Chloro-2-{[(2R)-1-hydroxypropan-2-yl]amino}pyrimidin-4-yl)-1-oxo-2,3-dihydro-1H-isoindol-2-yl]-N-[(1S)-1-(3-fluoro-5-methoxyphenyl)-2-hydroxyethyl]propanamid ClC=1C(=NC(=NC1)N[C@@H](CO)C)C1=CC=C2CN(C(C2=C1)=O)[C@@H](C(=O)N[C@H](CO)C1=CC(=CC(=C1)OC)F)C